BrC1=NN(C(=N1)C(F)(F)F)CC1=CC=C(C=C1)OC 3-bromo-1-(4-methoxybenzyl)-5-(trifluoromethyl)-1H-1,2,4-triazole